O1C2=C(NCC1C(=O)OC(C)(C)C)C=CC(=C2)C(=O)OC 2-(tert-butyl) 7-methyl 3,4-dihydro-2H-benzo[b][1,4]oxazine-2,7-dicarboxylate